C(C=C)(=O)N1CCN(CC1)C1CN(C1)C1=CC(=NC(=C1C#N)C(F)(F)F)N1CC(C(CC1)C1=C(C=NN1C)C)(C)C 4-(3-(4-acryloylpiperazin-1-yl)azetidin-1-yl)-6-(4-(1,4-dimethyl-1H-pyrazol-5-yl)-3,3-dimethylpiperidin-1-yl)-2-(trifluoromethyl)nicotinonitrile